(1s,2s)-N-(6-(7-(amino(cyclopropyl)methyl)-6-fluoro-5-methyl-1H-indazol-4-yl)imidazo[1,2-a]pyrazin-2-yl)-2-fluorocyclopropane-1-carboxamide NC(C=1C(=C(C(=C2C=NNC12)C=1N=CC=2N(C1)C=C(N2)NC(=O)[C@H]2[C@H](C2)F)C)F)C2CC2